N1C=NC2=C1C=CC(=C2)\C=C/2\C(N(C(=N2)NC21CC3(CC(CC(C2)C3)C1)O)C)=O (5Z)-5-(1H-Benzimidazol-5-ylmethylene)-2-[(3-hydroxy-1-adamantyl)amino]-3-methyl-imidazol-4-one